FC1=CC=C(C=C1)C(N1C[C@@H](N(C[C@H]1CC)C1=C(C(=NC(=N1)Cl)NC[C@H]1OCCC1)N)CC)C1=CC=C(C=C1)F 6-((2S,5R)-4-(bis(4-fluorophenyl)methyl)-2,5-diethylpiperazin-1-yl)-2-chloro-N4-(((S)-tetrahydrofuran-2-yl)methyl)pyrimidine-4,5-diamine